C([C@@H]1[C@@H]([C@@H]([C@H]([C@H](O1)O[C@]2([C@H]([C@@H]([C@H](O2)CCl)O)O)CCl)O)O)Cl)O trichloroSucrose